3-fluoropyridinecarboxylic acid FC=1C(=NC=CC1)C(=O)O